C(C=C)OC(C=C)=O.ClC=1C=C(C=C(C1)Cl)C1=CC2=CC=CC=C2C=C1 2-(3,5-dichlorophenyl)naphthalene allylacrylate